oxo-7'-(pyrimidin-5-yl)-1',4'-dihydro-2'H-spiro[pyrrolidine-3,3'-quinoline]-1-carbonitrile O=C1NC2=CC(=CC=C2CC12CN(CC2)C#N)C=2C=NC=NC2